(R)-1-(4-(2-(4-((R)-2-acetoxy-3-(1H-imidazol-1-yl)propoxy)phenyl)propan-2-yl)-2,6-dichlorophenoxy)-3-chloropropan-2-yl acetate C(C)(=O)O[C@H](COC1=C(C=C(C=C1Cl)C(C)(C)C1=CC=C(C=C1)OC[C@@H](CN1C=NC=C1)OC(C)=O)Cl)CCl